ClC1=C(C=C(C=N1)N1CCN(C2(CC2)C1)C(=O)OC(C)(C)C)C tert-butyl 7-(6-chloro-5-methylpyridin-3-yl)-4,7-diazaspiro[2.5]octane-4-carboxylate